CN(S(=O)(=O)C1=CC=C(C=C1)C1=CC=C(C=C1)CN1C=CC2=CC(=CC=C12)N1N=C(C=C1C)C(=O)N)C 1-(1-((4'-(N,N-Dimethylsulfamoyl)-[1,1'-biphenyl]-4-yl)methyl)-1H-indol-5-yl)-5-methyl-1H-pyrazol-3-carboxamid